ribose barium salt [Ba].O=C[C@H](O)[C@H](O)[C@H](O)CO